(5-methyl-1-phenyl-1H-[1,2,3]Triazol-4-yl)-methanol CC1=C(N=NN1C1=CC=CC=C1)CO